(S)-(1-((6-chlorobenzo[d][1,3]dioxol-4-yl)methyl)pyrrolidin-3-yl)methanamine difumarate C(\C=C\C(=O)O)(=O)O.C(\C=C\C(=O)O)(=O)O.ClC=1C=C(C2=C(OCO2)C1)CN1C[C@@H](CC1)CN